Cl.ClC=1C(=C(C=CC1)C1(CNCC1)NC1=CC=C2C=CN(C(C2=C1)=O)C)C 7-((3-(3-chloro-2-methylphenyl)pyrrolidin-3-yl)amino)-2-methylisoquinolin-1-one hydrochloride